S1C=CC=2N=CCC(=CC21)C(=O)N 6H-thieno[3,2-b]Azepine-7-carboxamide